C(C)(=O)N1C[C@]2(CC1)C[C@@H](CC2)C(=O)NC2=NC=C(C(=C2)C2=C1N(N=C2)CC(C1)(C)C)Cl (5S,7R)-2-acetyl-N-(5-chloro-4-(5,5-dimethyl-5,6-dihydro-4H-pyrrolo[1,2-b]pyrazol-3-yl)pyridin-2-yl)-2-azaspiro[4.4]nonane-7-carboxamide